3-hydroxy-1',2'-dihydrospiro[cyclobutane-1,3'-pyrrolo[3,2-b]pyridin]-2-one OC1C(C2(CNC=3C2=NC=CC3)C1)=O